ClC1=C2CCN(C2=CC=C1NC(CC(C)(C)C)=O)CC=1SC(=CC1)Cl N-[4-Chloro-1-(5-chlorothiophen-2-ylmethyl)-2,3-dihydro-1H-indol-5-yl]-3,3-dimethylbutyramide